C(C)(C)(C)C1=C(OC2OPOCC23COPOC3)C=CC(=C1)C(C)(C)C 2,4-di-tert-butylphenoxy-2,4,8,10-tetraoxa-3,9-diphosphaspiro[5.5]undecane